11-fluoro-13-(hydroxymethyl)-6,7,13,14-tetrahydro-1,15-ethenopyrazolo[4,3-f][1,4,8,10]benzoxatriazacyclotridecin-4(5H)-one FC=1C=CC2=C(C(NC3=NC4=C(C(NCCO2)=O)C=NN4C=C3)CO)C1